benzyl N-[(1S)-2-[[(1S)-2-[[(1S)-1-cyano-2-[(3S)-2-oxo-3-piperidyl]ethyl]amino]-1-(cyclopropylmethyl)-2-oxo-ethyl]amino]-1-[(4-fluorophenyl)methyl]-2-oxo-ethyl]carbamate C(#N)[C@H](C[C@H]1C(NCCC1)=O)NC([C@H](CC1CC1)NC([C@H](CC1=CC=C(C=C1)F)NC(OCC1=CC=CC=C1)=O)=O)=O